C1(=CC=CC=2SC3=C(C21)C=CC=C3)N Dibenzo[b,d]thiophen-1-amine